(S)-2-(2-chloro-6-fluorobenzamido)-3-(4-(6'-fluoro-2'-oxospiro[cyclopropane-1,3'-indoline]-1'-yl)phenyl)propanoic acid ClC1=C(C(=O)N[C@H](C(=O)O)CC2=CC=C(C=C2)N2C(C3(C4=CC=C(C=C24)F)CC3)=O)C(=CC=C1)F